ClC1=CC=C(CNC(=O)C2=C(SC=3C(NCCC32)=O)C)C=C1 N-(4-chlorobenzyl)-2-methyl-7-oxo-4,5,6,7-tetrahydrothieno[2,3-c]pyridine-3-carboxamide